5-(3-(3-methyl-2-oxo-2,3-dihydro-1H-benzo[d]imidazol-1-yl)piperidin-1-yl)pyrazine-2-carboxamide benzyl-6-oxabicyclo[3.1.0]hexane-3-carboxylate C(C1=CC=CC=C1)OC(=O)C1CC2OC2C1.CN1C(N(C2=C1C=CC=C2)C2CN(CCC2)C=2N=CC(=NC2)C(=O)N)=O